ClC1=C(C=C(C=C1)NC(=O)N1[C@@H]2CC[C@H](C[C@]1(C2)C=2OC(=NN2)C)C)C2=NN(C=N2)C (1S,3R,6R)-N-(4-chloro-3-(1-methyl-1H-1,2,4-triazol-3-yl)phenyl)-3-methyl-1-(5-methyl-1,3,4-oxadiazol-2-yl)-7-azabicyclo[4.1.1]octane-7-carboxamide